N-{1-[8-({8-fluoro-2-methylimidazo[1,2-a]pyridin-6-yl}carbamoyl)-2-methoxyquinoxalin-5-yl]pyrrolidin-3-yl}-N-methylcarbamic acid tert-butyl ester C(C)(C)(C)OC(N(C)C1CN(CC1)C1=C2N=CC(=NC2=C(C=C1)C(NC=1C=C(C=2N(C1)C=C(N2)C)F)=O)OC)=O